COC(=O)[C@H]1N(C(CC1)=O)C(=O)OC(C)(C)C (S)-5-oxopyrrolidine-1,2-dicarboxylic acid 1-(tert-butyl) 2-methyl ester